CN(C)[In](N(C)C)N(C)C tri(dimethyl-amino)indium